[I-].CNNC(=S)NN Methyl-Thiocarbohydrazide Iodide Salt